CC1=C(C(=O)C(=CC1=O)OC)C/C=C(\\C)/CC/C=C(\\C)/CC/C=C(\\C)/CC/C=C(\\C)/CC/C=C(\\C)/CC/C=C(\\C)/CC/C=C(\\C)/CC/C=C(\\C)/CC/C=C(\\C)/CCC=C(C)C The molecule is a polyprenylbenzoquinone that is 2-decaprenyl-1,4-benzoquinone carrying additional methyl and methoxy substituents at positions 3 and 6 respectively. It has a role as a human metabolite and a bacterial metabolite.